ClC1=C(C=NC2=CC=C(C=C12)Cl)S(=O)(=O)NC1CCN(CC1)C 4,6-dichloro-N-(1-methyl-4-piperidinyl)quinoline-3-sulfonamide